CCCCCCCCCCCCCCCCC(=O)OC[C@H](COP(=O)([O-])[O-])OC(=O)CCCCCCCCCCCCCCC The molecule is a 1,2-diacyl-sn-glycerol 3-phosphate(2-) in which the phosphatidyl acyl groups at postions 1 and 2 are specified as heptadecanoyl and palmitoyl respectively. It is a conjugate base of a 1-heptadecanoyl-2-palmitoyl-sn-glycero-3-phosphate.